N[C@@H]1CN(CCC1)C1=CC(=NC=C1C1=CC(=C(C=C1)N1CCOCC1)C)NC1=NC(=NC=C1)C1=C(C=CC=C1OC)F (S)-N-(4-(3-aminopiperidin-1-yl)-5-(3-methyl-4-morpholinophenyl)pyridin-2-yl)-2-(2-fluoro-6-methoxyphenyl)pyrimidin-4-amine